2-[4-(pentafluoro-λ6-sulfanyl)anilino]pyridine-3-carboxylic acid FS(C1=CC=C(NC2=NC=CC=C2C(=O)O)C=C1)(F)(F)(F)F